N'-cyano-N-(2,2-difluoroethyl)ethanimidamide C(#N)N=C(C)NCC(F)F